2,6,7,8-tetrahydro-1H-pyrrolo[2,3-e][1,2,4]triazolo[4,3-a]pyridin-1-one C1(NN=C2N1C1=C(C=C2)NCC1)=O